1,1'-(hexane-1,6-diyl)bis(3,3-diphenyl-urea) C(CCCCCNC(=O)N(C1=CC=CC=C1)C1=CC=CC=C1)NC(=O)N(C1=CC=CC=C1)C1=CC=CC=C1